3-(methacryloxy)propyl-triethoxysilane C(C(=C)C)(=O)OCCC[Si](OCC)(OCC)OCC